ClC1=NC=C(C(=N1)C1=C(C2=C(C(=NN(C2=O)C)C(C)C)S1)C)F (2-chloro-5-fluoropyrimidin-4-yl)-7-isopropyl-3,5-dimethylthieno[2,3-d]pyridazin-4(5H)-one